FC1=CC=C(C=C1)C(N1C[C@@H](N(C[C@H]1C)C1=CC(N(C=2C=CC(=NC12)C#N)C)=O)C)C1=NC(=NO1)C 8-[(2s,5r)-4-[(4-fluorophenyl)(3-methyl-1,2,4-oxadiazol-5-yl)methyl]-2,5-dimethylpiperazin-1-yl]-5-methyl-6-oxo-5,6-dihydro-1,5-naphthyridine-2-carbonitrile